C(=O)(OC(C)(C)C)N[C@@H]1CC[C@H](CC1)C(=O)O trans-(N-Boc-4-aminocyclohexyl)formic acid